methylpiperidin-4-yl propionate CCC(=O)OC1CCN(CC1)C